CC=1C2C3=C(C4=CC=C(C=C4C(=C3C(C1)C2)OC(C(=C)C)=O)Cl)OC(C(=C)C)=O 2-methyl-6-chloro-9,10-dimethacryloyloxy-1,4-dihydro-1,4-methanoanthracene